C(C)(C)(C)OC(=O)N1C(C=2C(=NC=C(C2C1)C1=CN=C2N1C=CC(=C2)F)Cl)=O.CC2NC(CNC2)C=2C(=NNC2)C(F)(F)F 2-methyl-6-(3-(trifluoromethyl)-1H-pyrazol-4-yl)piperazine tert-butyl-4-chloro-7-(7-fluoroimidazo[1,2-a]pyridin-3-yl)-3-oxo-1,3-dihydro-2H-pyrrolo[3,4-c]pyridine-2-carboxylate